BrCCCC1=CC=C(C=C1)C=1OC=2C3=C(C=CC2C(C1OCOC)=O)OC(O3)(C3=CC=CC=C3)C3=CC=CC=C3 8-(4-(3-Bromopropyl)phenyl)-7-(methoxymethoxy)-2,2-diphenyl-6H-[1,3]dioxolo[4,5-h]chromen-6-one